N-(2-fluoro-4-(hydrazinecarbonyl)benzyl)-N-(3-((4-(methylsulfonyl)piperazin-1-yl)methyl)phenyl)ethanesulfonamide FC1=C(CN(S(=O)(=O)CC)C2=CC(=CC=C2)CN2CCN(CC2)S(=O)(=O)C)C=CC(=C1)C(=O)NN